ClC=1C=C(C(=NC1)N1C([C@H](N(C(C1)=O)CC1=CC=C(C=C1)F)C1COC1)=O)F (R)-1-(5-chloro-3-fluoro-pyridin-2-yl)-4-(4-fluorobenzyl)-3-(oxetan-3-yl)piperazine-2,5-dione